BrC=1C=C(CN(C1)C)NC1=NC=C(C=C1)N1CCN(CC1)C1COC1 5-Bromo-1-methyl-3-(5-(4-(oxetan-3-yl)piperazin-1-yl)pyridin-2-ylamino)pyridin